bis(2,2,6,6-tetramethyl-1-(octyloxy)piperidin-4-yl) decanedioate C(CCCCCCCCC(=O)OC1CC(N(C(C1)(C)C)OCCCCCCCC)(C)C)(=O)OC1CC(N(C(C1)(C)C)OCCCCCCCC)(C)C